BrC1=C2C=CN(C2=CC(=C1)F)CC 4-bromo-1-ethyl-6-fluoro-indole